(1H-indol-3-yl)-3,3-dimethyl-2-oxo-1-((2-oxo-1-phenylazetidin-3-yl)methyl)indoline-6-carboxamide iron (III) [Fe+3].N1C=C(C2=CC=CC=C12)C1=C2C(C(N(C2=CC(=C1)C(=O)N)CC1C(N(C1)C1=CC=CC=C1)=O)=O)(C)C